FC(OC[C@H]1N(C[C@H](C1)OC1=CC=C(C=C1)C(F)(F)F)C=1SC(=CN1)C(=O)O)F 2-((2s,4s)-2-((difluoromethoxy)methyl)-4-(4-(trifluoromethyl)phenoxy)pyrrolidin-1-yl)thiazole-5-carboxylic acid